C(C)(=O)NC=1SC(=C(N1)C)C1=CC2=C(C(=N1)N1CCN(CC1)C(=O)OC(C)(C)C)C(N(C2)[C@@H](C)C2CC2)=O tert-butyl (S)-4-(6-(2-acetamido-4-methylthiazol-5-yl)-2-(1-cyclopropylethyl)-3-oxo-2,3-dihydro-1H-pyrrolo[3,4-c]pyridin-4-yl)piperazine-1-carboxylate